CNC(=O)C=1C(N(C=C(C1)C(=O)N[C@H]1[C@@H](C1)C)CC1=CC(=CC=C1)C)=O |r| rac-N3-methyl-1-(3-methylbenzyl)-N5-((1r,2r)-2-methylcyclopropyl)-2-oxo-1,2-dihydropyridine-3,5-dicarboxamide